C1(CCCCC1)N1N=CC(=C1)C1=C(C(=O)OC)C=C(C=C1)[N+](=O)[O-] Methyl 2-(1-cyclohexyl-1H-pyrazol-4-yl)-5-nitrobenzoate